3-[(5'S,7a'R)-3'-oxo-5'-phenyltetrahydro-1H,3'H-spiro[piperidine-4,2'-pyrrolo[2,1-b][1,3]oxazole]-1-carbonyl]benzonitrile O=C1N2[C@H](OC13CCN(CC3)C(=O)C=3C=C(C#N)C=CC3)CC[C@H]2C2=CC=CC=C2